cyclohexylmethyl ((4-nitrophenoxy)(phenoxy)phosphoryl)-L-alaninate [N+](=O)([O-])C1=CC=C(OP(=O)(OC2=CC=CC=C2)N[C@@H](C)C(=O)OCC2CCCCC2)C=C1